3-phenyl-propan-1-one oxide C1(=CC=CC=C1)CCC=[O+][O-]